NN1C(CCCC1)=O azamethylpiperidone